O=C1NC(CCC1N1C(CC2=CC=CC(=C12)C#CCCCCCC(=O)O)=O)=O 8-(1-(2,6-dioxopiperidin-3-yl)-2-oxoindol-7-yl)oct-7-ynoic acid